C1CCC2=C(C=CC=C12)C1=C(C=C2C(=N1)C(=NN2)C=2C=CC(=NC2)C2(CN(C2)C(CO)=O)[2H])OC (3-(5-(5-(2,3-Dihydro-1H-inden-4-yl)-6-methoxy-1H-pyrazolo[4,3-b]pyridin-3-yl)pyridin-2-yl)azetidin-1-yl-3-d)-2-hydroxyethan-1-one